O.[Si].[Al] aluminum silicon hydrate